FC(C1=CC=NN1)(F)F 5-(trifluoromethyl)pyrazole